5-(furan-2-yl)-N-(2-(3-methyl-1H-pyrazol-1-yl)ethyl)isoxazole-3-carboxamide O1C(=CC=C1)C1=CC(=NO1)C(=O)NCCN1N=C(C=C1)C